5-(tert-butyl)-2-phenyl-7-(p-tolyl)benzoxazole C(C)(C)(C)C=1C=C(C2=C(N=C(O2)C2=CC=CC=C2)C1)C1=CC=C(C=C1)C